N2-methylbenzo[d]thiazole-2,6-diamine CNC=1SC2=C(N1)C=CC(=C2)N